undecan-6-yl octanoate C(CCCCCCC)(=O)OC(CCCCC)CCCCC